FC1COC2OC(OC21)(C)C 6-Fluoro-2,2-dimethyltetrahydrofuro[2,3-d][1,3]dioxol